4-fluorophenyl format C(=O)OC1=CC=C(C=C1)F